7-bromo-2-(4-(methylamino)butyl)-3-neopentylquinazolin-4(3H)-one bis-hydrochloride salt Cl.Cl.BrC1=CC=C2C(N(C(=NC2=C1)CCCCNC)CC(C)(C)C)=O